C(C)(C)(C)OC(=O)NC1=NC(=C(C(=O)O)C=C1)CCC(C)(C)O 6-((tert-Butoxycarbonyl)amino)-2-(3-hydroxy-3-methylbutyl)nicotinic acid